[F-].C(CCCCCCCCC)[NH+]1C(=CC=C1)C Decyl-2-methylpyrrolium fluoride